N1(N=CC=C1)C1=CC(=NC=N1)N[C@H](C(=O)O)CCN(CCCCC1=NC=2NCCCC2C=C1)CC(F)F (S)-2-((6-(1H-pyrazol-1-yl)pyrimidin-4-yl)amino)-4-((2,2-difluoroethyl)(4-(5,6,7,8-tetrahydro-1,8-naphthyridin-2-yl)butyl)amino)butanoic acid